NCCCN(CC(C)O)CC(C)O 1-[(3-aminopropyl)-(2-hydroxypropyl)-amino]-2-propanol